ClC1=C(C2=C(N=N1)N(CCC2)C=2SC(=C(N2)C(=O)OC)CCCOC2=C(C=C(C=C2)C#CCN(C)C)F)C methyl 2-(3-chloro-4-methyl-6,7-dihydro-5H-pyrido[2,3-c]pyridazin-8-yl)-5-[3-[4-[3-(dimethylamino)prop-1-ynyl]-2-fluoro-phenoxy]propyl]thiazole-4-carboxylate